24-methylcholest-5-en-3β-ol CC(C(C)C)CC[C@@H](C)[C@H]1CC[C@H]2[C@@H]3CC=C4C[C@H](CC[C@]4(C)[C@H]3CC[C@]12C)O